CC1=C(CNC(C(=O)O)=O)C=CC=C1C(F)(F)F 2-((2-methyl-3-(trifluoromethyl)benzyl)amino)-2-oxoacetic acid